rac-(1R,2R)-5'-(2-((S)-2-methylazetidin-1-yl)-6,7-dihydro-5H-cyclopenta[d]pyrimidin-4-yl)-2'-oxospiro[cyclopropane-1,3'-indoline]-2-carboxamide C[C@@H]1N(CC1)C=1N=C(C2=C(N1)CCC2)C=2C=C1[C@]3(C(NC1=CC2)=O)[C@@H](C3)C(=O)N |&1:17,24|